2-chloro-3-methyl-1H-pyrrolo[2,3-b]pyridine ClC1=C(C=2C(=NC=CC2)N1)C